C(#N)C=P(CCCC)(CCCC)CCCC (Cyanomethylen)tributylphosphoran